ClC=1C=C(C=CC1F)NC(=O)C1=C(N=CN1C)C1CC2CC(CC2C1)(C1=CC(=NN1C)C1CN(CCC1)C)O N-(3-Chloro-4-fluorophenyl)-4-(5-hydroxy-5-(1-methyl-3-(1-methylpiperidin-3-yl)-1H-pyrazol-5-yl)octahydropentalen-2-yl)-1-methyl-1H-imidazole-5-carboxamide